gamma-glutamyl-S-(benzyl)-cysteine N[C@@H](CCC(=O)N[C@@H](CSCC1=CC=CC=C1)C(=O)O)C(=O)O